NC1=C(C=CC(=N1)C=1C=C2CN(C(C2=CC1)=O)C1CNCCC1)CN1CC2CCC(C1)N2C(C2=CC=CC=C2)=O 3-(5-(6-amino-5-((8-benzoyl-3,8-diazabicyclo[3.2.1]octan-3-yl)methyl)pyridin-2-yl)-1-oxoisoindolin-2-yl)piperidine